8-chloropyrido[3,4-d]pyrimidine ClC1=NC=CC2=C1N=CN=C2